BrC(C(=O)[O-])CCCCCCCCCCCCCC 2-bromopalmitate